tert-butyl {[(4R)-4-cyclopropyl-2,5-dioxoimidazolidin-4-yl]methyl}carbamate C1(CC1)[C@@]1(NC(NC1=O)=O)CNC(OC(C)(C)C)=O